C(C)(C)(C)OC(=O)N1CCN(CC1)C=1C2=C(N=C(N1)OC[C@H]1N(CCC1)C)CN(CC2)C2=CC=CC1=CC=CC(=C21)C (S)-4-(7-(8-methylnaphthalene-1-yl)-2-((1-methylpyrrolidin-2-yl)methoxyl)-5,6,7,8-tetrahydropyrido[3,4-d]Pyrimidin-4-yl)piperazine-1-carboxylic acid tert-butyl ester